NC1=CC=C(C=C1)S(=O)(=O)N(C1=NOC(=C1)C)C([2H])([2H])[2H] 4-amino-N-(methyl-d3)-N-(5-methylisoxazol-3-yl)benzenesulfonamide